2-(6-[[(1S,2S,3R,5R)-2-fluoro-8-azabicyclo[3.2.1]octan-3-yl](methyl)amino]-1,2,4-triazin-3-yl)-5-(5-methyl-1,2,4-oxadiazol-3-yl)phenol F[C@H]1[C@@H]2CC[C@H](C[C@H]1N(C1=CN=C(N=N1)C1=C(C=C(C=C1)C1=NOC(=N1)C)O)C)N2